ClC1=C(C=CC=C1)C(CNC(C)(C)C)O 1-(2-chlorophenyl)-2-tert-butylaminoethanol